C(#N)C1=CC(=CS1)NC(C(C)(C)N1N=CC(=C1)C#CC1CN(C1)C=1C=C2C(N(C(C2=CC1)=O)C1C(NC(CC1)=O)=O)=O)=O N-(5-cyanothiophen-3-yl)-2-(4-((1-(2-(2,6-dioxopiperidin-3-yl)-1,3-dioxoisoindolin-5-yl)azetidin-3-yl)ethynyl)-1H-pyrazol-1-yl)-2-methylpropanamide